(R)-8-(8-((3-chloro-2-(dimethylamino)pyridin-4-yl)thio)imidazo[1,2-c]pyrimidin-5-yl)-8-azaspiro[4.5]decan-1-amine ClC=1C(=NC=CC1SC=1C=2N(C(=NC1)N1CCC3(CCC[C@H]3N)CC1)C=CN2)N(C)C